N-[(5-cyano-2-fluoro-3-methoxyphenyl)-methyl]-6-(difluoromethoxy)-5-fluoropyridine-3-carboxamide C(#N)C=1C=C(C(=C(C1)CNC(=O)C=1C=NC(=C(C1)F)OC(F)F)F)OC